CNC(=O)C1NS(CCC1)(=O)=O N-methyl-1,1-dioxo-1λ6,2-thiazinane-3-carboxamide